boric acid-m-xylylenediamine salt C1(=CC(=CC=C1)CN)CN.B(O)(O)O